[Ru](Cl)Cl ruthenium dichloride